BrC=1C(=NC(=NC1)NC1=C(C=C(C(=C1)C)N1CCC(CC1)N1CCN(CC1)C)OC)N1N=C(C=C1)C1=C(C=CC=C1)[N+](=O)[O-] 5-bromo-N-(2-methoxy-5-methyl-4-(4-(4-methylpiperazin-1-yl)piperidin-1-yl)phenyl)-4-(3-(2-nitrophenyl)-1H-pyrazol-1-yl)pyrimidin-2-amine